BrC=1C2(C3=CC=C(C(=C3C1)F)Cl)CCC1(CC2)NC(NC1=O)=O bromo-5''-chloro-4''-fluorodispiro[imidazolidine-4,1'-cyclohexane-4',1''-indene]-2,5-dione